6-(2-chloro-4-methylphenyl)-2-[(3-chlorophenyl)methyl]indazole-4-carboxylic acid ClC1=C(C=CC(=C1)C)C=1C=C(C2=CN(N=C2C1)CC1=CC(=CC=C1)Cl)C(=O)O